2'-Deoxyguanosine 5'-monophosphate sodium salt hydrate O.[Na+].P(=O)([O-])([O-])OC[C@@H]1[C@H](C[C@@H](O1)N1C=NC=2C(=O)NC(N)=NC12)O.[Na+]